N'-acetyl-4-amino-N-[[4-[1-(difluoromethyl)pyrazol-4-yl]-2,6-difluoro-phenyl]methyl]-N',1-dimethyl-pyrazolo[4,3-c]quinoline-8-carbohydrazide C(C)(=O)N(N(C(=O)C1=CC=2C3=C(C(=NC2C=C1)N)C=NN3C)CC3=C(C=C(C=C3F)C=3C=NN(C3)C(F)F)F)C